tert-butyl 4-(1-(2,6-bis(benzyloxy) pyridin-3-yl)-6-fluoro-1H-benzo[d]imidazol-5-yl)-3,6-dihydropyridine-1(2H)-carboxylate C(C1=CC=CC=C1)OC1=NC(=CC=C1N1C=NC2=C1C=C(C(=C2)C=2CCN(CC2)C(=O)OC(C)(C)C)F)OCC2=CC=CC=C2